2-{[(2S)-4-{6-[(4-cyanobenzyl)oxy]pyridin-2-yl}-2-methylpiperazin-1-yl]methyl}-1-(tetrahydrofuran-2-ylmethyl)-1H-benzimidazole-6-carboxylic acid C(#N)C1=CC=C(COC2=CC=CC(=N2)N2C[C@@H](N(CC2)CC2=NC3=C(N2CC2OCCC2)C=C(C=C3)C(=O)O)C)C=C1